(R)-2-AMINO-4-METHOXYBUTYRIC ACID N[C@@H](C(=O)O)CCOC